C(C1CS1)SCC1CS1 bis(2,3-epithiopropyl)sulfide